FC(C1=CC=2C(=NC=CC2)S1)F 2-(difluoromethyl)thieno[2,3-b]pyridine